(R)-5-(1-((6-chloro-2-(1H-tetrazol-5-yl)pyridin-3-yl)amino)ethyl)-7-methyl-3-morpholinoquinoxaline-2-carbonitrile ClC1=CC=C(C(=N1)C1=NN=NN1)N[C@H](C)C1=C2N=C(C(=NC2=CC(=C1)C)C#N)N1CCOCC1